CNC=1N=CC(=C2C=C(N=CC12)NC(=O)C1CC1)C#CC1=CC2=C(N(N=N2)COCC[Si](C)(C)C)C=C1 N-[8-(methylamino)-5-[2-[1-(2-trimethylsilylethoxymethyl)benzotriazol-5-yl]ethynyl]-2,7-naphthyridin-3-yl]cyclopropanecarboxamide